N-(5-((5-chloropyridin-2-yl)methoxy)-1,3,4-thiadiazol-2-yl)-2-(1,1-dioxidothiomorpholino)nicotinamide ClC=1C=CC(=NC1)COC1=NN=C(S1)NC(C1=C(N=CC=C1)N1CCS(CC1)(=O)=O)=O